C(C)(C)C1(C(=CC(=C1)C(C)C)C(C)C)[Ti](N(C)C)(N(C)C)N(C)C (1,2,4-triisopropylcyclopentadienyl)tris(dimethylamino)titanium